OC(CC(=O)C1=CC=2CCCCC2C=C1)C 3-hydroxy-1-(5,6,7,8-tetrahydronaphthalen-2-yl)butan-1-one